N-((1,2,3,5,6,7-Hexahydro-s-indacen-4-yl)carbamoyl)-1-(oxetan-3-yl)piperidine-4-sulfonamide, potassium salt [K].C1CCC2=C(C=3CCCC3C=C12)NC(=O)NS(=O)(=O)C1CCN(CC1)C1COC1